CC([C@H](N)C1=NC=2C(=NC(=CC2N2CCOCC2)N2N=C(C=C2)C=2C=C(C=CC2)C)N1C)C (S)-2-methyl-1-(3-methyl-7-morpholino-5-(3-(m-tolyl)-1H-pyrazol-1-yl)-3H-imidazo[4,5-b]pyridin-2-yl)propan-1-amine